14-oxo-1,2,3,4,4a,5,6,6a,6b,7,8,8a,9,10,11,12,12a,14,14a,14b-icosahydropicen-3-yl propionate C(CC)(=O)OC1CCC2C3C(C=C4C5CCCCC5CCC4C3CCC2C1)=O